O[C@H](COC=1C=C(C=CC1)S(=O)(=O)NC)CNC1COC2(C1)CCN(CC2)S(=O)(=O)C2=C(C=C(C=C2)C)OC 3-((2S)-2-hydroxy-3-(8-(2-methoxy-4-methylphenylsulfonyl)-1-oxa-8-azaspiro[4.5]dec-3-ylamino)propoxy)-N-methylbenzenesulfonamide